F[C@H]1[C@H](O[C@@H]([C@H]1O)CO)N1C(N=C(C=C1)C1=C(C(=O)N)C=CC(=N1)C(F)(F)F)=O (1-((2s,3r,4r,5r)-3-fluoro-4-hydroxy-5-(hydroxymethyl)tetrahydrofuran-2-yl)-2-oxo-1,2-dihydropyrimidin-4-yl)-6-(trifluoromethyl)nicotinamide